FC1=C(C=C(C(=C1)C)SSC1=C(C=C(C(=C1)[N+](=O)[O-])C)F)[N+](=O)[O-] 1-fluoro-4-[(2-fluoro-4-methyl-5-nitrophenyl)disulfanyl]-5-methyl-2-nitrobenzene